(E)-methyl 2-(2-hydroxyphenyl)-3-methoxyacrylate OC1=C(C=CC=C1)/C(/C(=O)OC)=C\OC